N1=CC=C(C=C1)C1=CC=C(S1)C1=CC=NC=C1 4-(5-(pyridin-4-yl)thiophen-2-yl)pyridine